CC1=CC=NN1C[C@H]1N(C[C@@H](C1)NC(=O)C=1OC(=CN1)C1=CC(=CC=C1)OC(F)(F)F)C(=O)OC(C)(C)C tert-butyl (2S,4R)-2-((5-methyl-1H-pyrazol-1-yl)methyl)-4-(5-(3-(trifluoromethoxy)phenyl)oxazole-2-carboxamido)pyrrolidine-1-carboxylate